4-(2-methoxyphenyl)-N-methylthiazol-2-amine COC1=C(C=CC=C1)C=1N=C(SC1)NC